(4-((2S,4S)-4-ethoxy-1-((5-methoxy-7-methyl-1H-indol-4-yl)methyl)piperidin-2-yl)benzoyl)valine C(C)O[C@@H]1C[C@H](N(CC1)CC1=C2C=CNC2=C(C=C1OC)C)C1=CC=C(C(=O)N[C@@H](C(C)C)C(=O)O)C=C1